COCCC(C)(C)SC(CC=O)CCCCCCCC 3-(3-Methoxy-1,1-dimethyl-propyl)sulfanylundecanal